FC1(CC(C(N(C2=C1C=C(C(=C2)C=2OC(=NN2)C(C)(S(=O)(=O)C)C)F)CC2=CC=C(C=C2)C2=CC=C(C=C2)OC)=O)NC(OC(C)(C)C)=O)F tert-butyl N-[5,5,7-trifluoro-1-[[4-(4-methoxyphenyl)phenyl]methyl]-8-[5-(1-methyl-1-methylsulfonyl-ethyl)-1,3,4-oxadiazol-2-yl]-2-oxo-3,4-dihydro-1-benzazepin-3-yl]carbamate